FC(NC(=O)N)(F)F 1-(trifluoromethyl)urea